2-amino-N-(4-hydroxy-bicyclo-[2.2.2]oct-1-yl)-5-(4-((1R,5S)-3-(tetrahydro-2H-pyran-4-yl)-3-azabicyclo[3.1.0]-hex-1-yl)phenyl)nicotinamide fumarate dihydrate O.O.C(\C=C\C(=O)O)(=O)O.NC1=C(C(=O)NC23CCC(CC2)(CC3)O)C=C(C=N1)C1=CC=C(C=C1)[C@@]13CN(C[C@H]3C1)C1CCOCC1